1,3-bis[(2-cyano-3,3-diphenylacryloyl)oxy]-2,2-bis[[(2-cyano-3,3-diphenyl-acryloyl)oxy]methyl]propane C(#N)C(C(=O)OCC(COC(C(=C(C1=CC=CC=C1)C1=CC=CC=C1)C#N)=O)(COC(C(=C(C1=CC=CC=C1)C1=CC=CC=C1)C#N)=O)COC(C(=C(C1=CC=CC=C1)C1=CC=CC=C1)C#N)=O)=C(C1=CC=CC=C1)C1=CC=CC=C1